C(C1=CC=CC=C1)OC1=NC(=CC=C1C1=CC(=CC=C1)N1CCC(CC1)C(OC)OC)OCC1=CC=CC=C1 2,6-dibenzyloxy-3-[3-[4-(dimethoxymethyl)-1-piperidyl]phenyl]-pyridine